1-(4-((4-(1-(4-(6-hydroxy-2-phenyl-1,2,3,4-tetrahydronaphthalen-1-yl)phenyl)piperidin-4-yl)piperazin-1-yl)methyl)pyridin-3-yl)dihydropyrimidine-2,4(1H,3H)-dione OC=1C=C2CCC(C(C2=CC1)C1=CC=C(C=C1)N1CCC(CC1)N1CCN(CC1)CC1=C(C=NC=C1)N1C(NC(CC1)=O)=O)C1=CC=CC=C1